C1(=CC=CC2=CC=CC=C12)C(=O)[O-].[V+5].C1(=CC=CC2=CC=CC=C12)C(=O)[O-].C1(=CC=CC2=CC=CC=C12)C(=O)[O-].C1(=CC=CC2=CC=CC=C12)C(=O)[O-].C1(=CC=CC2=CC=CC=C12)C(=O)[O-] vanadium naphthalate